(S)-2-amino-2-(5-(ethylsulfonyl)pyridin-2-yl)ethanol N[C@H](CO)C1=NC=C(C=C1)S(=O)(=O)CC